(S)-4-(benzyloxy)-3-(2-((R)-2-(2-((S)-N-(2-cyclohexylethyl)-3-cyclopropyl-2-(methylamino)propanamido)acetamido)-3-phenylpropoxy)-4,5-dimethoxybenzamido)-4-oxobutanoic acid C(C1=CC=CC=C1)OC([C@H](CC(=O)O)NC(C1=C(C=C(C(=C1)OC)OC)OC[C@@H](CC1=CC=CC=C1)NC(CN(C([C@H](CC1CC1)NC)=O)CCC1CCCCC1)=O)=O)=O